N1(N=CN=C1)C=1C=CC(=NC1)C(C)N1C(C=2N([C@@H](C1)CO)N=C1C2CN([C@@H](C1)C)C(C1=CC(=C(C=C1)Cl)Cl)=O)=O (3R,7S)-9-(1-(5-(1H-1,2,4-Triazol-1-yl)pyridin-2-yl)ethyl)-2-(3,4-dichlorobenzoyl)-7-(hydroxymethyl)-3-methyl-1,2,3,4,8,9-hexahydropyrido[4',3':3,4]pyrazolo[1,5-a]pyrazin-10(7H)-one